1-(4-chlorophenyl)piperidin-4-amine ClC1=CC=C(C=C1)N1CCC(CC1)N